(S)-2-(3-((6-((1-(3-(tert-butyl)phenyl)ethyl)carbamoyl)-1-isobutyl-2-methyl-1H-indol-3-yl)methyl)-5-fluorophenoxy)-2-methylpropanoic acid C(C)(C)(C)C=1C=C(C=CC1)[C@H](C)NC(=O)C1=CC=C2C(=C(N(C2=C1)CC(C)C)C)CC=1C=C(OC(C(=O)O)(C)C)C=C(C1)F